(R)-2-(1,1-difluoroethyl)-5-(4-(7-(difluoromethyl)pyrazolo[1,5-a]pyridin-2-yl)-1,4,6,7-tetrahydro-5H-imidazo[4,5-c]pyridin-5-yl)-1,3,4-oxadiazole FC(C)(F)C=1OC(=NN1)N1[C@H](C2=C(CC1)NC=N2)C2=NN1C(C=CC=C1C(F)F)=C2